ClC1=C(C=CC(=C1)Cl)C=1C(CCC2=C(C1C1=CC=C(C=C1)C=C1CN(C1)CCCF)C=CC(=C2)C(=O)OC)C methyl 8-(2,4-dichlorophenyl)-9-(4-((1-(3-fluoropropyl)azetidin-3-ylidene)methyl)phenyl)-7-methyl-6,7-dihydro-5H-benzo[7]annulene-3-carboxylate